ethylenebis(4,6-ditert-amyl-phenol) C(CC1=C(C(=CC(=C1)C(C)(C)CC)C(C)(C)CC)O)C1=C(C(=CC(=C1)C(C)(C)CC)C(C)(C)CC)O